C(C=C)N1C(=NN2C(C1=O)=CC(=C2)Br)Cl 3-allyl-6-bromo-2-chloropyrrolo[2,1-f][1,2,4]triazin-4(3H)-one